S1C(=NC2=C1C=CC=C2)NC(=O)C=2C=CC=C1CCN(CC21)C2=CC=C(C(=N2)C(=O)O)C=2C=NN(C2C#N)CC21CC3CC(CC(C2)C3)C1 6-[8-(1,3-benzothiazol-2-ylcarbamoyl)-3,4-dihydroisoquinolin-2(1H)-yl]-3-{5-cyano-1-[tricyclo[3.3.1.13,7]dec-1-ylmethyl]-1H-pyrazol-4-yl}pyridine-2-carboxylic acid